OCC(\C=C\C1=CC=C(C=C1)\C=C\C(=O)C1=CC=C(C=C1)CN1CCOCC1)=O (E)-1-Hydroxy-4-[4-[(E)-3-[4-(morpholin-4-ylmethyl)phenyl]-3-oxoprop-1-enyl]phenyl]but-3-en-2-one